CC1(NCC=2C1=CNC2)C 6,6-dimethyl-4,6-dihydropyrrolo[3,4-c]pyrrole